(S)-N'-(4-fluoro-2,6-diisopropylphenylcarbamoyl)-2-(2-hydroxypropan-2-yl)thiazole-5-sulfonimidamide FC1=CC(=C(C(=C1)C(C)C)NC(=O)N=[S@@](=O)(N)C1=CN=C(S1)C(C)(C)O)C(C)C